COC=1C=C2C3(C(NC2=CC1)=O)C(C3)C3=CC=C1C(=NNC1=C3)NC3=NC(=CN=C3OC)C3COC3 5'-methoxy-2-(3-{[3-methoxy-6-(oxetan-3-yl)pyrazin-2-yl]amino}-1H-indazol-6-yl)spiro[cyclopropane-1,3'-indol]-2'(1'H)-one